ClC1=NC(=C2N=CN(C2=N1)C1CCN(CC1)C1=NC=CC=C1)Cl (4-(2,6-dichloro-9H-purin-9-yl)piperidin-1-yl)(pyridine)